O1C(=CC=C1)C=1OC=2C(=NC=C(C2)B2OC(C(O2)(C)C)(C)C)N1 2-(furan-2-yl)-6-(4,4,5,5-tetramethyl-1,3,2-dioxaborolan-2-yl)oxazolo[4,5-b]pyridine